C(C=C)(=O)OC(C(C)[SiH2]C(Cl)Cl)C1=C(C=CC(=C1)OC(C=C)=O)C(C(C[SiH2]C(Cl)Cl)OC(C(=C)C)=O)OC(C(=C)C)=O 1,4-bis(acryloxy)-2-dichloromethylsilylpropyl-(1,2-bis(methacryloxy)-3-dichloromethylsilylpropyl)benzene